C(C1=CC=CC=C1)OCC1C(C1C)C(=O)NC=1N=CC2=C(C=C(C=C2C1)C=1C=NC=CC1C)Cl 2-[(benzyloxy)methyl]-N-[8-chloro-6-(4-methylpyridin-3-yl)isoquinolin-3-yl]-3-methylcyclopropane-1-carboxamide